ClC1=CC=C(C=C1)NC(CC(CO)N1CC2(C1)CN(CC2)C2=CC=C(C=C2)OC(F)(F)F)=O N-(4-chlorophenyl)-4-hydroxy-3-{6-[4-(trifluoromethoxy)phenyl]-2,6-diazaspiro[3.4]oct-2-yl}butanamide